4-((1-methylpiperidin-4-yl)amino)-N-(3-(spiro[benzo[d][1,3]dioxol-2,1'-cyclopropane]-4-yl)-1H-pyrazol-5-yl)benzamide CN1CCC(CC1)NC1=CC=C(C(=O)NC2=CC(=NN2)C2=CC=CC=3OC4(CC4)OC32)C=C1